CC=1C2=CNN=C2C=CC1B(O)O (4-methyl-2H-indazol-5-yl)boronic acid